COC(=O)C1=NC(=NC(=C1C=C)N)C1=C(C=C(C=C1)C#N)F 6-amino-2-(4-cyano-2-fluorophenyl)-5-vinylpyrimidine-4-carboxylic acid methyl ester